ClC=1C=C(C=C2C(=C(C=NC12)C#N)NCC(C)(C)C)N[C@H](C=1N=NN(C1)C1(CC1)C)C1=C2C=NN(C2=CC=C1)C (S)-8-chloro-6-(((1-methyl-1H-indazol-4-yl)(1-(1-methylcyclopropyl)-1H-1,2,3-triazol-4-yl)methyl)amino)-4-(neopentylamino)quinoline-3-carbonitrile